3-(4-(isopropylthio)-1-oxoisoindolin-2-yl)piperidine-2,6-dione C(C)(C)SC1=C2CN(C(C2=CC=C1)=O)C1C(NC(CC1)=O)=O